2-[3-(3,5-dichlorophenyl)ureido]-4-methoxy-N-(2-hydroxy-ethyl)benzamide ClC=1C=C(C=C(C1)Cl)NC(NC1=C(C(=O)NCCO)C=CC(=C1)OC)=O